OCCC=1C(=NC(=CC1)N1C=NC2=C1C=CC(=C2)NC=2N=NC(=CC2)C)N2CC(C2)(C#N)C 1-[3-(hydroxyethyl)-6-[5-[(6-methylpyridazin-3-yl)amino]benzimidazol-1-yl]-2-pyridyl]-3-methyl-azetidine-3-carbonitrile